5-(azetidin-1-yl)-2-hydroxybenzoic acid N1(CCC1)C=1C=CC(=C(C(=O)O)C1)O